F[C@@H]1CC(C[C@@H]1F)C=O (1r,3r,4s)-3,4-difluorocyclopentane-1-carbaldehyde